(S)-4-(2-(2,3-diphenylpropanylamino)-2-(4-ethylthiazol-2-yl)ethyl)phenylaminosulfonic acid C1(=CC=CC=C1)C(CN[C@@H](CC1=CC=C(C=C1)NS(=O)(=O)O)C=1SC=C(N1)CC)CC1=CC=CC=C1